C([2H])([2H])([2H])NC1=C(N=C(O1)C1=C(C(=CC(=C1)Cl)Cl)Cl)C#N 5-((Methyl-d3)amino)-2-(2,3,5-trichlorophenyl)oxazole-4-carbonitrile